(3-(tetrahydrofuran-2-yl)phenyl)methylamine O1C(CCC1)C=1C=C(C=CC1)CN